OCC1(CC1)NC(=O)C1=C(SC2=C1C=C(C=C2)OCC2=CN=C(S2)C)C N-[1-(hydroxymethyl)cyclopropyl]-2-methyl-5-[(2-methyl-1,3-thiazol-5-yl)methoxy]-1-benzothiophene-3-carboxamide